O=C1N(C(C=C1)=O)CCC(=O)N[C@H](C(=O)N[C@H](C(=O)NC1=CC=C(COC(=O)NCCC(=O)O)C=C1)C)C(C)C 3-((((4-((S)-2-((S)-2-(3-(2,5-dioxo-2,5-dihydro-1H-pyrrol-1-yl)propanamido)-3-methylbutanamido)propanamido)benzyl)oxy)carbonyl)amino)propanoic acid